FC=1C=2N(C=C(C1)NC(=O)C1=NC=C(N=C1)N1CC(C1)[C@H]1NCCOC1)C=C(N2)C (R)-N-(8-fluoro-2-methylimidazo[1,2-a]pyridin-6-yl)-5-(3-(morpholin-3-yl)azetidin-1-yl)pyrazine-2-carboxamide